Cl.C(C)N1C(N(C(C12CCNCC2)=O)C2=CC=C(C=C2)C)=O 1-Ethyl-3-(p-tolyl)-1,3,8-triazaspiro[4.5]decane-2,4-dione hydrochloride